FC1=CC(=C(C=C1)N1[C@H]2CN([C@@H](C1)C2)C(=O)OC(C)(C)C)[N+](=O)[O-] (1R,4R)-tert-Butyl 5-(4-fluoro-2-nitrophenyl)-2,5-diazabicyclo[2.2.1]heptane-2-carboxylate